CN(C)C(=S)OC(=S)N(C)C dimethylaminothiocarboxylic anhydride